3-(4-((2-azaspiro[3.3]heptan-6-yl)oxy)-3-methyl-2-oxo-2,3-dihydro-1H-benzo[d]imidazol-1-yl)-1-methyl-piperidine-2,6-dione hydrochloride Cl.C1NCC12CC(C2)OC2=CC=CC=1N(C(N(C12)C)=O)C1C(N(C(CC1)=O)C)=O